NC=1N=NC(=CC1N1CC(CCC1)C1=CC=C(C(=O)[O-])C=C1)Cl 4-(1-(3-amino-6-chloropyridazin-4-yl)piperidin-3-yl)benzoate